(R)-benzyl 3-(1-(5-(4-(trifluoromethyl)phenoxy)-2-naphthamido)ethyl)azetidine-1-carboxylate FC(C1=CC=C(OC2=C3C=CC(=CC3=CC=C2)C(=O)N[C@H](C)C2CN(C2)C(=O)OCC2=CC=CC=C2)C=C1)(F)F